4,5-dimethyl-4-azaadamantane iodine salt [I].CN1C2CC3CC(CC1(C3)C)C2